4-methylvalerat CC(CCC(=O)[O-])C